N-((2S,3S)-2-cyclopropyl-3-(2,4-difluorophenyl)butyl)-6-oxo-1,6-dihydropyrimidine-2-carboxamide C1(CC1)[C@H](CNC(=O)C=1NC(C=CN1)=O)[C@H](C)C1=C(C=C(C=C1)F)F